The molecule is an O-acylcarnitine compound having trans-2-methyl-2-butenoyl (tiglyl) as the acyl substituent. It has a role as a human metabolite. It derives from a tiglic acid. It is a tautomer of a 2-ethylacryloylcarnitine. C/C=C(\\C)/C(=O)OC(CC(=O)[O-])C[N+](C)(C)C